FC(C1=C(C=CC=C1)\C=C\C(=O)C1=C(C=C(C(=C1OC)OC)OC)O)(F)F 2-trifluoromethyl-2'-hydroxy-4',5',6'-trimethoxychalcone